CN(C/C=C/C(=O)N1CC=2N(CC1)N=C(C2C2=CC=NC=C2)C2=C(C=CC=C2)F)C (2E)-4-(dimethylamino)-1-[2-(2-fluorophenyl)-3-(pyridin-4-yl)-6,7-dihydropyrazolo[1,5-a]pyrazin-5(4H)-yl]but-2-en-1-one